(1,1-Dioxido-2,3-dihydrothiophen-3-yl)-6-fluoro-2-oxo-7-(trifluoromethyl)-1,2-dihydroquinoline-3-carboxamide O=S1(CC(C=C1)N1C(C(=CC2=CC(=C(C=C12)C(F)(F)F)F)C(=O)N)=O)=O